N(C(=O)N)CCCCC(=O)N 5-ureidopentanamide